FC=1C=C(CC=2C=C3C(=NNC3=CC2)NC(C2=C(C=C(C=C2)N2CCN(CC2)CCCNC2=CC3=C(N(C=N3)C3C(NC(CC3)=O)=O)C=C2)NC2CCOCC2)=O)C=C(C1)F N-(5-(3,5-difluorobenzyl)-1H-indazol-3-yl)-4-(4-(3-((1-(2,6-dioxopiperidin-3-yl)-1H-benzo[d]imidazol-5-yl)amino)propyl)piperazin-1-yl)-2-((tetrahydro-2H-pyran-4-yl)amino)benzamide